6-(2,3-Dimethylphenyl)-1,2,4-triazine-3-carboxylic acid CC1=C(C=CC=C1C)C1=CN=C(N=N1)C(=O)O